2-(5-(8-methoxy-[1,2,4]triazolo[1,5-a]pyridin-6-yl)-4-(2,2,2-trifluoroethyl)-1H-pyrazol-3-yl)-4-methyl-5-((1S,4S)-5-methyl-2,5-diazabicyclo[2.2.1]hept-2-yl)thiazole COC=1C=2N(C=C(C1)C1=C(C(=NN1)C=1SC(=C(N1)C)N1[C@@H]3CN([C@H](C1)C3)C)CC(F)(F)F)N=CN2